FC1=C(C=C(C(=O)NC2=C(C=C(C(=C2)C=2C=NC(=NC2)N2CCOCC2)F)N2C[C@H](N([C@H](C2)C)C)C)C=C1C)C 4-fluoro-N-[4-fluoro-5-(2-morpholin-4-ylpyrimidin-5-yl)-2-[(3R,5S)-3,4,5-trimethylpiperazin-1-yl]phenyl]-3,5-dimethylbenzamide